C1(=CC=C(C=C1)C=1C=CC2=C(C1)C=1N=CN=C(C1O2)C2=CC(=CC=C2)N2C1=CC=CC=C1C=1C=CC(=CC21)C=2C=CC=1N(C3=CC=CC=C3C1C2)C2=CC=CC=C2)C2=CC=CC=C2 8-(1,1'-biphenyl-4-yl)-4-{3-[2-(N-phenyl-9H-carbazol-3-yl)-9H-carbazol-9-yl]phenyl}-[1]benzofuro[3,2-d]pyrimidine